4-[5-amino-6-(2,6-dichloro-benzyloxy)-pyrazin-2-yl]-benzoic acid NC=1N=CC(=NC1OCC1=C(C=CC=C1Cl)Cl)C1=CC=C(C(=O)O)C=C1